m-Methoxycarbonylphenyl β-D-galactopyranoside O([C@H]1[C@H](O)[C@@H](O)[C@@H](O)[C@H](O1)CO)C1=CC(=CC=C1)C(=O)OC